C(C=CC(=O)OC)(=O)OC Dimethyl butenedioate